ClC1=C(C(=CC=2CN3[C@@H](COC21)CN(CC3)C(C=C)=O)OC)C3=C(C=CC=C3O)F 1-[(12aR)-10-chloro-9-(2-fluoro-6-hydroxyphenyl)-8-methoxy-3,4,12,12a-tetrahydro-6H-pyrazino[2,1-c][1,4]benzooxazepin-2(1H)-yl]prop-2-en-1-one